C(CCCCCCCC)C1=C(C=CC=C1)O.[Mg] magnesium nonylphenol salt